FC1(CC2(C1)C[C@H](N(CC2)CC2=C1C=CN(C1=C(C=C2OC)C)C(=O)OC(C)(C)C)C2=C(C=C(C=C2)C(=O)OC)NC(C)C)F tert-butyl 4-{[(6S)-2,2-difluoro-6-[2-(isopropylamino)-4-(methoxycarbonyl)phenyl]-7-azaspiro[3.5]nonan-7-yl]methyl}-5-methoxy-7-methylindole-1-carboxylate